3,5-Dioxa-8-aza-4-phosphaundec-10-en-1-aminium C(COPOCCNCC=C)[NH3+]